OCCN1N(N(CCC1)CCO)CCO tris(hydroxyethyl)-hexahydrotriazine